6-(3-(2-(5-cyclopropyl-3-(2,6-dichlorophenyl)isoxazol-4-yl)ethyl)-3,8-diazabicyclo[3.2.1]octan-8-yl)-1-methyl-1H-indole-3-carboxylic acid C1(CC1)C1=C(C(=NO1)C1=C(C=CC=C1Cl)Cl)CCN1CC2CCC(C1)N2C2=CC=C1C(=CN(C1=C2)C)C(=O)O